carbon Oxide [C]=O